(3S,4aS,8aS)-2-[(R)-3-(4-chlorophenyl-isobutylamino)-2-hydroxypropyl]decahydroisoquinoline-3-carboxylic acid ClC1=CC=C(C=C1)N(C[C@@H](CN1C[C@H]2CCCC[C@H]2C[C@H]1C(=O)O)O)CC(C)C